BrC1=CC=C2C=C(N(C(C2=C1)=O)C(=O)OC(C)(C)C)C(=O)OC 2-tert-butyl 3-methyl 7-bromo-1-oxo-1H-isoquinoline-2,3-dicarboxylate